3-iso-propoxy-N,N-diethylpropionamide C(C)(C)OCCC(=O)N(CC)CC